C1(CCCCC1)NC(NC=1C=CC(=C(C(=O)N[C@H](C)C2=CC=CC3=CC=CC=C23)C1)C)=O (R)-5-(3-cyclohexylureido)-2-methyl-N-(1-(naphthalen-1-yl)ethyl)benzamide